NC1=C2NC(N(C2=NC(=N1)OCCCC)CC1=CC=C(CN2CCC(CC2)CCNC(CCC(CCC(=O)NCCC2CCN(CC2)CC2=CC=C(C=C2)CN2C3=NC(=NC(=C3NC2=O)N)OCCCC)NC(CON)=O)=O)C=C1)=O N1,N7-bis(2-(1-(4-((6-amino-2-butoxy-8-oxo-7H-purin-9(8H)-yl)methyl)benzyl)piperidin-4-yl)ethyl)-4-(2-(aminooxy)acetamido)heptanediamide